FC1=CC=C(C=C1)S(=O)(=O)NC=1C=C(C(=O)NCC=2C=NC=CC2)C=CC1C 3-((4-fluorophenyl)sulfonylamino)-4-methyl-N-(pyridin-3-ylmethyl)benzamide